CN(C=1C=C(C=CC1N1CCN(CC1)C)NC(=O)C=1C(NC=CC1NC1=C(C2=C(OCCN2)N=C1)C)=O)C N-(3-(dimethylamino)-4-(4-methylpiperazin-1-yl)phenyl)-4-((8-methyl-2,3-dihydro-1H-pyrido[2,3-b][1,4]oxazin-7-yl)amino)-2-oxo-1,2-dihydropyridine-3-carboxamide